3-((4-methoxyphenyl)sulfonyl)-N,N-dimethyl-4-(4-(2-oxopyrrolidin-1-yl)piperidin-1-yl)quinoline-6-carboxamid COC1=CC=C(C=C1)S(=O)(=O)C=1C=NC2=CC=C(C=C2C1N1CCC(CC1)N1C(CCC1)=O)C(=O)N(C)C